BrCC(COCCOC1=CC=C(C=C1)C1(C(=O)C2=CC=CC=C2)C(C=CC=C1)C)O 1-(4-(2-(3-bromo-2-hydroxypropoxy)ethoxy)phenyl)-2-methylbenzophenone